BrC1=NC=C(C=N1)OC1CC1 2-bromo-5-(cyclopropyloxy)pyrimidine